FC=1C=C(C=CC1)N(C(C1=C(C=C(C(=C1)C(C)C)O)O)=O)C N-(3-fluorophenyl)-2,4-dihydroxy-5-isopropyl-N-methylbenzamide